5-norbornene-2-acetic acid succinimidyl ester C1(CCC(N1OC(CC1C2C=CC(C1)C2)=O)=O)=O